CC1=C(OO[Mo+5])C(=CC=C1)C (2,6-dimethylphenoxy)oxymolybdenum (VI)